FC(OC=1C=CC(=NC1)NC(=O)C=1C(=CC(=C(C1)NC(=O)C1=CN=C(S1)C)C)F)F N-[5-[[5-(difluoromethoxy)pyridin-2-yl]carbamoyl]-4-fluoro-2-methylphenyl]-2-methyl-1,3-thiazole-5-carboxamide